ethyl 2-(4-(2-aminoethyl)-2-oxopyridin-1(2H)-yl)-4-methylpentanoate Ethyl-2-(4-(2-(benzyloxycarbonylamino)ethyl)-2-oxopyridin-1(2H)-yl)-4-methylpentanoate C(C)OC(C(CC(C)C)N1C(C=C(C=C1)CCNC(=O)OCC1=CC=CC=C1)=O)=O.NCCC1=CC(N(C=C1)C(C(=O)OCC)CC(C)C)=O